(-)-4-Methyl-3,4-dihydrobenzo[e][1,2,3]oxathiazine 2,2-dioxide CC1NS(OC2=C1C=CC=C2)(=O)=O